N-(2-phenyl-4-(1-(pyridin-3-ylmethyl)-1H-pyrazol-3-yl)-5,6,7,8-tetrahydroquinazolin-7-yl)propionamide C1(=CC=CC=C1)C1=NC=2CC(CCC2C(=N1)C1=NN(C=C1)CC=1C=NC=CC1)NC(CC)=O